(3R)-3-{[2-(4-Methoxythiophen-3-yl)[1,2,4]triazolo[1,5-c]quinazolin-5-yl]amino}pyrrolidin-2-one COC=1C(=CSC1)C1=NN2C(=NC=3C=CC=CC3C2=N1)N[C@H]1C(NCC1)=O